5-(4-fluoro-1-(2-fluoroethyl)-2-methyl-1H-benzo[d]imidazol-6-yl)-N-((3S,4S)-3-fluoro-1-(oxetan-3-yl)piperidin-4-yl)-4-methoxypyrrolo[2,1-f][1,2,4]triazin-2-amine FC1=CC(=CC=2N(C(=NC21)C)CCF)C=2C=CN1N=C(N=C(C12)OC)N[C@@H]1[C@H](CN(CC1)C1COC1)F